CC=1N=C(C=2N=CN([C@H]3[C@H](O)[C@H](O)[C@@H](CO)O3)C2N1)N anti-2-methyladenosine